methyl 2,2-dimethyltetrahydro-2H-pyran-4-carboxylate CC1(OCCC(C1)C(=O)OC)C